(S)-2-(2-((5-(1-aminoisoquinolin-5-yl)-1'-(methoxycarbonyl)-2,3-dihydrospiro[inden-1,4'-piperidin]-3-yl)oxy)phenyl)acetic acid NC1=NC=CC2=C(C=CC=C12)C=1C=C2[C@H](CC3(CCN(CC3)C(=O)OC)C2=CC1)OC1=C(C=CC=C1)CC(=O)O